10-(4-(2-oxa-6-azaspiro[3.3]heptan-6-yl)butyl)-3,7-dibromo-10H-benzo[b]pyrido[2,3-e][1,4]oxazine C1OCC12CN(C2)CCCCN2C1=C(OC3=C2N=CC(=C3)Br)C=C(C=C1)Br